ClC=1C=C(C=2CC[C@H](C2C1)O)S(=O)(=O)NC1=C(C(=C(C=C1)F)C=1C=C2C=NC(=NC2=CC1)NC=1C=NN(C1)C)F (1R)-6-chloro-N-(2,4-difluoro-3-{2-[(1-methylpyrazol-4-yl)amino]quinazolin-6-yl}phenyl)-1-hydroxy-2,3-dihydro-1H-indene-4-sulfonamide